Sodium 1-(4-fluorophenyl)-6-(4-(isobutoxycarbonyl)piperazin-1-yl)-3-(pentan-3-yl)-1H-pyrazolo[3,4-b]pyridine FC1=CC=C(C=C1)N1N=C(C=2C1=NC(=CC2)N2CCN(CC2)C(=O)OCC(C)C)C(CC)CC.[Na]